2-oxo-2-[rac-(2R,5S)-5-methyl-2-(p-tolyl)-1-piperidyl]acetamide O=C(C(=O)N)N1[C@H](CC[C@@H](C1)C)C1=CC=C(C=C1)C |r|